N-[(3R)-5-chloro-8-hydroxy-3-methyl-1-oxo-3,4-dihydro-1H-2-benzopyran-7-carbonyl]-L-phenylalanine ClC1=CC(=C(C2=C1C[C@H](OC2=O)C)O)C(=O)N[C@@H](CC2=CC=CC=C2)C(=O)O